1,2,4,5-benzenetetracarboxylate C=1(C(=CC(=C(C1)C(=O)[O-])C(=O)[O-])C(=O)[O-])C(=O)[O-]